C(O)(O)=O.CC(CO)C(C(C)(C)C)O 2,4,4-trimethyl-pentane-1,3-diol carbonate